2-{[2-(4-{2-[(4-{[6-(5-chloro-2-fluorophenyl)pyridazin-4-yl]amino}quinolin-7-yl)oxy]ethyl}piperazin-1-yl)ethyl](2-hydroxyethyl)amino}ethan ClC=1C=CC(=C(C1)C1=CC(=CN=N1)NC1=CC=NC2=CC(=CC=C12)OCCN1CCN(CC1)CCN(CC)CCO)F